FC(OC1=C(C=C(C=N1)N)C)F 6-(difluoromethoxy)-5-methylpyridin-3-amine